NC=1C=C(C=CC1)C1=CC(=C(C=C1)N1CCN(CC1)C)NC1=NC=NC(=C1N)Cl N-(3'-amino-4-(4-methylpiperazin-1-yl)-[1,1'-biphenyl]-3-yl)-6-chloropyrimidine-4,5-diamine